(3S,4S)-1-Cyclopropylmethyl-4-{[5-(2,4-dimethyl-phenyl)-isoxazole-3-carbonyl]-amino}-piperidine-3-carboxylic acid (1-pyrimidin-2-yl-cyclopropyl)-amide N1=C(N=CC=C1)C1(CC1)NC(=O)[C@H]1CN(CC[C@@H]1NC(=O)C1=NOC(=C1)C1=C(C=C(C=C1)C)C)CC1CC1